C1(CCC1)C(=O)N1C[C@@H](N(C[C@H]1C)C=1C2=C(N=CN1)N(CC21CCC1)C1=NC=CC(=C1)C#N)C 2-[4-[(2S,5R)-4-(cyclobutanecarbonyl)-2,5-dimethylpiperazin-1-yl]spiro[6H-pyrrolo[2,3-d]pyrimidine-5,1'-cyclobutane]-7-yl]pyridine-4-carbonitrile